C(C=C)C1(CN(C1)C(=O)OCCCC)OCC(=C)F butyl 3-allyl-3-((2-fluoroallyl)oxy)azetidine-1-carboxylate